OCC1(CC1)NC(OCC1=CC=CC=C1)=O benzyl [1-(hydroxymethyl)cyclopropyl]carbamate